CC1OC(CN(C1)C=1C=CC(=NC1)C=1C=NC(=CC1NC1=NC(=CC(=C1)COC1COCC1)S(=O)(=O)C)NC(C)=O)C N-(5-(2,6-dimethylmorpholino)-4'-((6-(methylsulfonyl)-4-(((tetrahydrofuran-3-yl)oxy)methyl)pyridin-2-yl)amino)-[2,3'-bipyridin]-6'-yl)acetamide